(2-methoxylphenyl)(phenyl)methanone O(C)C1=C(C=CC=C1)C(=O)C1=CC=CC=C1